2-[(2-chlorobenzoyl)amino]-4-[[3-fluoro-2-methoxy-propyl]-[4-(5,6,7,8-tetrahydro-1,8-naphthyridin-2-yl)butyl]amino]butanoic acid ClC1=C(C(=O)NC(C(=O)O)CCN(CCCCC2=NC=3NCCCC3C=C2)CC(CF)OC)C=CC=C1